CC1C=2C=CC=NC2CCN1C(=O)C1=NC2=NC=NC(=C2N1[C@@H]1OCCCC1)C (R)-(5-Methyl-7,8-dihydro-1,6-naphthyridin-6(5H)-yl)(6-methyl-7-(tetrahydro-2H-pyran-2-yl)-7H-purin-8-yl)methanone